C(C)(=O)NC=1C(=NC=C(C1)C1=CC(=CC=C1)F)C(=O)NCCOCCNCC(=O)N1CCN(CC1)C(C1=C(C=CC(=C1)CC1=NNC(C2=CC=CC=C12)=O)F)=O 3-acetamido-N-[2-[2-[[2-[4-[2-fluoro-5-[(4-oxo-3H-phthalazin-1-yl)methyl]benzoyl]piperazin-1-yl]-2-oxo-ethyl]amino]ethoxy]ethyl]-5-(3-fluorophenyl)pyridine-2-carboxamide